C1(=CC=C(C=C1)C1=CC(=C2C=CC3=CC(=CC4=CC=C1C2=C34)C(C)(C)C)Br)C3=CC=CC=C3 1-([1,1'-biphenyl]-4-yl)-3-bromo-7-(tert-butyl)pyrene